tert-butyl (R)-3-(4-(3H-[1,2,3]triazolo[4,5-b]pyridin-3-yl)-2-fluoro-N-(7-(3-hydroxyprop-1-yn-1-yl)isoquinolin-1-yl)benzamido)piperidine-1-carboxylate N1=NN(C2=NC=CC=C21)C2=CC(=C(C(=O)N(C1=NC=CC3=CC=C(C=C13)C#CCO)[C@H]1CN(CCC1)C(=O)OC(C)(C)C)C=C2)F